4-bromo-7,7-difluoro-5-methyl-1-(tetrahydro-2H-pyran-2-yl)-1,7-dihydrocyclopenta[f]indazole BrC1=C2C=NN(C2=CC2=C1C(=CC2(F)F)C)C2OCCCC2